5-octyl-phenyl-2-methoxyphenyl-4-pyridone C(CCCCCCC)C=1C=CC=C(C1)C1C(=NC=CC1=O)C1=C(C=CC=C1)OC